ethylenediamine disuccinate sodium salt [Na].C1(CCC(=O)ON2CCN(O1)OC(CCC(=O)O2)=O)=O